C(C1=CC=CC=C1)ON1C(C2=CC=CC=C2C(=N1)C)=O (benzyloxy)-4-methylphthalazin-1(2H)-one